O=C(CO)C(C)O 2-keto-1,3-butanediol